C(C)(C)(C)OC(=O)N1[C@H](C[C@@](C1)(C)O)C(N(C(C(N[C@@H](C)C1=CC=CC=C1)=O)C=1C=NC=C(C1)F)C1=CC=C(C=C1)C1=CC=CC=C1)=O (2R,4R)-tert-butyl-2-([1,1'-biphenyl]-4-yl(1-(5-fluoropyridin-3-yl)-2-oxo-2-(((S)-1-phenylethyl)amino)ethyl)carbamoyl)-4-hydroxy-4-methylpyrrolidine-1-carboxylate